2-[6-[(3,5-difluoro-2-pyridinyl)methyl]-2-azaspiro[3.3]heptane-2-carbonyl]-8-oxa-2,5-diazaspiro[3.5]nonan-6-one FC=1C(=NC=C(C1)F)CC1CC2(CN(C2)C(=O)N2CC3(C2)NC(COC3)=O)C1